F[C@@H]1CN(CC1)CCCOC=1C=CC2=C(SC(=C2)C(=O)NC=2C=C(C=CC2C)NC(=O)C2=CC3=C(OCCO3)C=C2)C1 (S)-N-(3-(6-(3-(3-fluoropyrrolidin-1-yl)propoxy)benzo[b]thiophene-2-carboxamido)-4-methylphenyl)-2,3-dihydrobenzo[b][1,4]dioxine-6-carboxamide